C1(CCCCC1)CNCC=1C=CC=2N(C1)C=C(N2)CNC(=O)C=2N=C1N(C(C2)=O)CCCC1 N-[(6-{[(cyclohexyl-methyl)amino]methyl}imidazo[1,2-a]pyridin-2-yl)methyl]-4-oxo-4H,6H,7H,8H,9H-pyrido[1,2-a]pyrimidine-2-carboxamide